(S)-4-(7-(3-aminopyrrolidin-1-yl)-3-(4-methylphenyl)quinoxalin-2-yl)benzonitrile N[C@@H]1CN(CC1)C1=CC=C2N=C(C(=NC2=C1)C1=CC=C(C#N)C=C1)C1=CC=C(C=C1)C